ClC1=C(C(=C(C=C1)NC=1C2=C(N=CN1)C=C(C(=N2)O[C@@H]2CNCC2)F)F)F N-(4-Chloro-2,3-difluoro-phenyl)-7-fluoro-6-[(3S)-pyrrolidin-3-yl]oxy-pyrido[3,2-d]pyrimidin-4-amine